(2S)-1-tert-butoxycarbonyl-4,4-difluoro-pyrrolidine-2-carboxylic acid C(C)(C)(C)OC(=O)N1[C@@H](CC(C1)(F)F)C(=O)O